tert-Butyl 2-amino-3-(5-bromobenzo[d]thiazol-2-yl)-7-methyl-4,7-dihydrothieno[2,3-c]pyridine-6(5H)-carboxylate NC1=C(C2=C(C(N(CC2)C(=O)OC(C)(C)C)C)S1)C=1SC2=C(N1)C=C(C=C2)Br